C(CCCCCCCCCCC)OS(=O)(=O)[O-].[Na+] sodium dodecyl-sulphate